COC(NC1=NC=CC(=C1)C=1C=C2C(=NNC2=C(C1)C#CC(C)(C)O)N)=O (4-(3-Amino-7-(3-hydroxy-3-methylbut-1-yn-1-yl)-1H-indazol-5-yl)pyridin-2-yl)carbamic acid methyl ester